N7-((1-methyl-1H-pyrazol-3-yl)methyl)-2-(1-(tetrahydro-2H-pyran-2-yl)-1H-pyrazol-5-yl)thieno[3,2-b]pyridine-5,7-diamine CN1N=C(C=C1)CNC1=C2C(=NC(=C1)N)C=C(S2)C2=CC=NN2C2OCCCC2